Methyl(4-(1-(quinolin-6-ylmethyl)-1H-[1,2,3]triazolo[4,5-b]pyrazin-6-yl)benzyl)phosphinic acid CP(O)(=O)CC1=CC=C(C=C1)C1=CN=C2C(=N1)N(N=N2)CC=2C=C1C=CC=NC1=CC2